(R)-4-(2-Chloro-7-((methylthio)methyl)thieno[3,2-d]pyrimidin-4-yl)-3-methylmorpholine ClC=1N=C(C2=C(N1)C(=CS2)CSC)N2[C@@H](COCC2)C